2,2-bis(4-methacryloyloxypentaethoxyphenyl)propane C(C(=C)C)(=O)OC1C(C(C(C=C1)(C(C)(C)C1(C(C(C(C=C1)OC(C(=C)C)=O)(OCC)OCC)(OCC)OCC)OCC)OCC)(OCC)OCC)(OCC)OCC